BrC1=C(C=C2NC(C(N(C2=C1)C1=C(C=CC=C1C)C(C)C)=O)=O)Cl 7-bromo-6-chloro-1-(2-isopropyl-6-methylphenyl)-1,4-dihydroquinoxaline-2,3-dione